5-[2-[6-[(6R)-6-amino-1,4-oxazepan-4-yl]-4-methyl-3-pyridyl]-3,4,6,7,9,9a-hexahydro-1H-pyrazino[1,2-a]pyrazin-8-yl]quinoline-8-carbonitrile N[C@@H]1CN(CCOC1)C1=CC(=C(C=N1)N1CC2N(CC1)CCN(C2)C2=C1C=CC=NC1=C(C=C2)C#N)C